C(C1=CC=CC=C1)N1N=CC(=C1)CCCl 1-benzyl-4-(2-chloroethyl)pyrazole